4-amino-3-methyl-6-phenyl-1,2,4-triazin-5(4H)-one NN1C(=NN=C(C1=O)C1=CC=CC=C1)C